C(C)(C)(C)OC(N(C)C1CCC2(CC(C2)O)CC1)=O.C(#N)CC1(CCC2(CC1)OC1=C(O2)C=CC=C1)N1N=C(C(=C1)C(=O)N)NC(=O)C1CC1 1-[1'-(cyanomethyl)spiro[1,3-benzodioxole-2,4'-cyclohexane]-1'-yl]-3-(cyclopropanecarbonylamino)pyrazole-4-carboxamide tert-butyl-(2-hydroxyspiro[3.5]nonan-7-yl)(methyl)carbamate